C(C)(=O)O[C@H]1[C@H](N(C[C@@H]1O)C(=O)OC(C)(C)C)CC1=CC=C(C=C1)C#C[Si](C)(C)C tert-butyl (2R,3S,4S)-3-(acetyloxy)-4-hydroxy-2-({4-[2-(trimethylsilyl)ethynyl]phenyl}methyl)pyrrolidine-1-carboxylate